CN1CCN(CC1)CCCC(=O)OCC1=CC(=CC(=C1)OCCCCCCCCCCC)OCCCCCCCCCCCCCCCC 3-(Hexadecyloxy)-5-(undecyloxy)benzyl 4-(4-methylpiperazin-1-yl)butanoate